CC=1C2C3(CCCC(C3(CC1)C2)(C)C)C 2,5,5,8a-Tetramethyl-4,5,6,7,8,8a-hexahydro-1H-1,4a-methanonaphthalene